CC1=NC(=CC(=N1)NC1=C(C(=O)NOCC)C=CC=N1)C ((2,6-dimeth-yl-pyrimidin-4-yl)amino)-N-ethoxynicotinamide